methyl trans-4-(methyl((6-methyl-5-nitropyridin-2-yl)methyl)amino)cyclohexane-1-carboxylate CN([C@@H]1CC[C@H](CC1)C(=O)OC)CC1=NC(=C(C=C1)[N+](=O)[O-])C